FC(C(=O)O)(C1=C(C=C(C=C1)OC)C(F)(F)F)F 2,2-difluoro-2-(4-methoxy-2-(trifluoromethyl)phenyl)acetic acid